IC=1C=NN(C1)CCCCCC1=C2CN(C(C2=CC=C1)=O)C1C(NC(CC1)=O)=O 3-(4-(5-(4-iodo-1H-pyrazol-1-yl)pentyl)-1-oxoisoindolin-2-yl)piperidine-2,6-dione